FC(CCSC#N)(C(C(C(C(C(C(C(F)(F)F)(F)F)(F)F)(F)F)(F)F)(F)F)(F)F)F 3,3,4,4,5,5,6,6,7,7,8,8,9,9,10,10,10-heptadecafluorodecyl thiocyanate